CC(C(O)(CC([O-])=O)C(\C=C\C)=O)[N+](C)(C)C methyl-crotonyl-carnitine